[13C]([13CH2]CCCCCC)(=O)O octanoic acid-13C2